2,2-bis[(2-hydroxyethoxy)-3-isopropylphenyl]propane OCCOC1=C(C=CC=C1C(C)C)C(C)(C)C1=C(C(=CC=C1)C(C)C)OCCO